2-(3-fluoro-4,5-dimethoxyphenyl)-7-(piperazin-1-yl)-4H-pyrido[1,2-a]pyrimidin-4-one FC=1C=C(C=C(C1OC)OC)C=1N=C2N(C(C1)=O)C=C(C=C2)N2CCNCC2